O[C@@H]1C[C@H](N(C1)C(C(C(C)C)C=1OC(=NN1)CCC)=O)C=1NC=CN1 1-[(2S,4R)-4-hydroxy-2-(1H-imidazol-2-yl)pyrrolidin-1-yl]-3-methyl-2-(5-propyl-1,3,4-oxadiazol-2-yl)butan-1-one